(E)-N-(4-(8-(4-chloro-1,2,6-trimethyl-1H-benzo[d]imidazol-5-yl)indolizine-3-carbonyl)-2,6-difluorophenyl)-4-(((1r,4r)-4-methoxycyclohexyl)amino)but-2-enamide ClC1=C(C(=CC=2N(C(=NC21)C)C)C)C2=CC=CN1C(=CC=C21)C(=O)C2=CC(=C(C(=C2)F)NC(\C=C\CNC2CCC(CC2)OC)=O)F